1-(3-chloro-5-fluoro-2-hydroxyphenyl)ethan-1-one ClC=1C(=C(C=C(C1)F)C(C)=O)O